2-(2-methoxyethoxy)ethyl (S)-2-acetamido-6-diazo-5-oxohexanoate C(C)(=O)N[C@H](C(=O)OCCOCCOC)CCC(C=[N+]=[N-])=O